C(C=1C(S)=CC=CC1)(=O)[O-].C(C)[Hg+] ethyl-mercury (II) thiosalicylate